2-(5-bromopyridin-2-yl)-1-cyclopropyl-2,2-difluoroethan-1-one BrC=1C=CC(=NC1)C(C(=O)C1CC1)(F)F